m-vinylbenzyl-glycerol C(=C)C=1C=C(CC(O)C(O)CO)C=CC1